1,1-dioxo-1,2,3,4-tetrahydro-1-benzothiopyran-8-sulfonamide O=S1(CCCC2=C1C(=CC=C2)S(=O)(=O)N)=O